Cl.N[C@H](C(C(=O)NC1CC1)O)C[C@H]1C(NCC1)=O (3S)-3-amino-N-cyclopropyl-2-hydroxy-4-((S)-2-oxopyrrolidin-3-yl)butyramide hydrochloride